C1(CCCCC1)C1=CC=C(C=C1)C1=CC=C(C=C1)C1=C(NC2=CC(=C(C=C2C1=O)F)OC)C 3-(4'-Cyclohexyl-[1,1'-biphenyl]-4-yl)-6-fluoro-7-methoxy-2-methylquinolin-4(1H)-one